Cl.NC1CC(C1)NC(=O)C1=C(C=C(C=C1)NC(=O)C=1N(C(=CN1)C=1C(=NN(C1)CC(=C)C)C(F)(F)F)C)Cl rac-N-(4-(((1s,3s)-3-aminocyclobutyl)carbamoyl)-3-chlorophenyl)-1-methyl-5-(1-(2-methylallyl)-3-(trifluoromethyl)-1H-pyrazol-4-yl)-1H-imidazole-2-carboxamide hydrochloride